C(=O)(OCC1=CC=CC=C1)N(N(CC(=O)[C@@]1(CNCCC1)CC1=CC=CC=C1)C)C (3R)-1-N-Cbz-3-benzyl-3-piperidinecarbonyl-(N,N',N'-trimethyl)hydrazine